O1CN=CC=C1 [1,3]Oxazin